FC1(CCC(CC1)C1=NN(C2=CC=C(C=C12)NC(OC(C)(C)C)=O)C)F tert-butyl (3-(4,4-difluorocyclohexyl)-1-methyl-1H-indazole-5-yl)carbamate